FC1=C(C(=CC(=C1)N1C[C@H](CC1)C)F)NC(C1=C(C=CC(=C1)[N+](=O)[O-])SC1=NN=NN1C)=O N-{2,6-difluoro-4-[(3S)-3-methylpyrrolidin-1-yl]phenyl}-2-[(1-methyl-1H-1,2,3,4-tetrazol-5-yl)sulfanyl]-5-nitrobenzamide